ClC1=CC2=C(C(=N1)OC)[C@]1([C@@](O2)([C@@H]([C@H]([C@H]1O)CN(C)C)C1=CC=CC=C1)C1=CC=C(C=C1)Cl)O |r| Rac-(5aR,6S,7S,8R,8aS)-3-chloro-5a-(4-chlorophenyl)-7-((dimethylamino)methyl)-1-methoxy-6-phenyl-5a,6,7,8-tetrahydro-8aH-cyclopenta[4,5]furo[3,2-c]pyridine-8,8a-diol